(R)-N4-(2,4-dimethoxybenzyl)-2-(1-fluoroethyl)pyrimidine-4,6-diamine COC1=C(CNC2=NC(=NC(=C2)N)[C@@H](C)F)C=CC(=C1)OC